CN1N=NC2=C1C=CC(=C2C)[C@H](CC(=O)O)C2=CC(=C(C=C2)C)CN2C[C@H](OC1=C(C2)N=C(C=C1)O)C (R)-3-(1,4-dimethyl-1H-benzo[d][1,2,3]triazol-5-yl)-3-(3-(((R)-7-hydroxy-2-methyl-2,3-dihydropyrido[2,3-f][1,4]oxazepin-4(5H)-yl)methyl)-4-methylphenyl)propanoic acid